(R)-1-Methyl-5-oxopyrrolidine CN1CCCC1=O